3-(2,5-Dimethoxyphenyl)-N-(3-pyridylmethyl)imidazo[1,2-a]pyridine-7-carboxamide COC1=C(C=C(C=C1)OC)C1=CN=C2N1C=CC(=C2)C(=O)NCC=2C=NC=CC2